COC1=CC=C(C=C1)C1=NNC2=NC=C(C=C21)C2=CC=C(C=C2)N2CCN(CC2)C 3-(4-methoxyphenyl)-5-(4-(4-methylpiperazin-1-yl)phenyl)-1H-pyrazolo[3,4-b]pyridine